ammonium phosphonate salt P([O-])([O-])=O.[NH4+].[NH4+]